NC1=CC=C(C=C1)C1=C2NC(=C1)C=C1C=CC(=N1)C=C1C=CC(N1)=CC=1C=CC(N1)=C2 (4-aminophenyl)Porphyrin